C(C)(C)(C)C1=CC=C(C=C1)[S@](=NC(C1=CC=C(C=C1)OC)=O)C1=C(C(=CC=C1)C)C1=C(C=CC=C1C)I N-((S)-(4-(tert-butyl)phenyl)((R)-2'-iodo-6,6'-dimethyl-[1,1'-biphenyl]-2-yl)-λ4-sulfaneylidene)-4-methoxybenzamide